acryl-taurate C(=O)(C=C)NCCS(=O)(=O)[O-]